N-(1-cyano-1-methyl-ethyl)-4-[[2-(1-methylcyclohexyl)acetyl]amino]pyridine-2-carboxamide C(#N)C(C)(C)NC(=O)C1=NC=CC(=C1)NC(CC1(CCCCC1)C)=O